(2R,3S,11bS)-3-(2,2-dimethylpropyl)-9,10-dimethoxy-1H,2H,3H,4H,6H,7H,11bH-pyrido[2,1-a]isoquinolin-2-ol CC(C[C@@H]1[C@@H](C[C@@H]2N(CCC3=CC(=C(C=C23)OC)OC)C1)O)(C)C